(E)-N-(3-fluoro-2-methyl-6-(4-methylpiperazin-1-yl)phenyl)-3-(3-methyl-1H-indazol-6-yl)acrylamide FC=1C(=C(C(=CC1)N1CCN(CC1)C)NC(\C=C\C1=CC=C2C(=NNC2=C1)C)=O)C